CC=1N(C(=CC1)C)C1=C(C#N)C=CC=C1 2,5-dimethyl-1H-pyrrol-1-yl-benzonitrile